tert-butyl N-(1-{6-[5-fluoro-2-(methoxymethoxy)-4-(6-methoxypyridazin-4-yl)phenyl]pyridazin-3-yl}pyrrolidin-3-yl)-N-[(1r,3r)-3-fluorocyclobutyl]carbamate FC=1C(=CC(=C(C1)C1=CC=C(N=N1)N1CC(CC1)N(C(OC(C)(C)C)=O)C1CC(C1)F)OCOC)C1=CN=NC(=C1)OC